N1=C(C=NC=C1)C1=NN=C(S1)C(=O)NC=1C=NN(C1)C1COCC1 5-(pyrazin-2-yl)-N-(1-(tetrahydrofuran-3-yl)-1H-pyrazol-4-yl)-1,3,4-thiadiazole-2-carboxamide